C(C)(C)N1CCN(CC1)CCCNCC1=CC=NC2=CC=C(N=C12)C=1C(=NNC1)C1=NC(=CC=C1)C 3-(4-isopropylpiperazin-1-yl)-N-[[6-[3-(6-methyl-2-pyridyl)-1H-pyrazol-4-yl]-1,5-naphthyridin-4-yl]methyl]propan-1-amine